C1(=CC=CC=C1)C=1C(=NC=C(N1)C1=CC=CC=C1)C1=C(C=CC=C1)C=1C=C2C=3C=CC(=CC3C3(C2=CC1)CCCCC3)C#N 6'-(2-(3,5-diphenylpyrazin-2-yl)phenyl)spiro[cyclohexane-1,9'-fluorene]-2'-carbonitrile